BrC1=C(C=C2C(=NC(=NC2=C1F)Cl)N1CC2CCC(C1)N2C(=O)OC(C)(C)C)C(F)(F)F tert-butyl 3-[7-bromo-2-chloro-8-fluoro-6-(trifluoromethyl)quinazolin-4-yl]-3,8-diazabicyclo[3.2.1]octane-8-carboxylate